8-[(2S,5R)-4-[2-fluoro-1-(4-fluorophenyl)ethyl]-2,5-dimethylpiperazin-1-yl]-5-methyl-6-oxo-5,6-dihydro-1,5-naphthyridine-2-carbonitrile FCC(C1=CC=C(C=C1)F)N1C[C@@H](N(C[C@H]1C)C1=CC(N(C=2C=CC(=NC12)C#N)C)=O)C